ClC=1C=C2C(=NC(=NC2=C(C1C1=C2C=NNC2=CC=C1C)F)OCC1(CC1)CN1CCCC1)N1CCC2(CN(C2)C(C(=C)F)=O)CC1 1-(7-(6-chloro-8-fluoro-7-(5-methyl-1H-indazol-4-yl)-2-((1-(pyrrolidin-1-ylmethyl)cyclopropyl)methoxy)quinazolin-4-yl)-2,7-diazaspiro[3.5]nonan-2-yl)-2-fluoroprop-2-en-1-one